4-amino-α-diethylamino-o-cresol dihydrochloride CCN(CC)CC1=C(C=CC(=C1)N)O.Cl.Cl